[Cl-].C1(=C(C(=CC(=C1)C)C)C=1NC=C[NH+]1)C 2-mesitylimidazolium chloride